NC=1N=NC(=CC1N1CC2CCC(C1)N2C=2C=C(OCCN1CCNCC1)C=CC2)C2=C(C=CC=C2)O 4-[2-[3-[3-[3-amino-6-(2-hydroxyphenyl)pyridazin-4-yl]-3,8-diazabicyclo[3.2.1]octan-8-yl]phenoxy]ethyl]piperazin